C(C)OC(\C=C(/NCC)\C1=CC(=C(C=C1)Cl)Cl)=O.C(CCC(=O)O)(=O)N[C@@H](CC(C)C)C(=O)NC1C(CCNC(=N)N)O1 trans-epoxysuccinyl-L-leucinylamino(4-guanidino)butane ethyl-(Z)-3-(3,4-dichlorophenyl)-3-(ethylamino)prop-2-enoate